2-(2-(4-cyclopropylpyridin-3-yl)-6-isopropyl-5,8-dioxo-5,6,7,8-tetrahydro-4H-pyrazolo[1,5-a]pyrrolo[3,4-d]pyrimidin-4-yl)-N-(5-fluoropyridin-2-yl)acetamide C1(CC1)C1=C(C=NC=C1)C1=NN2C(N(C3=C(C2=O)CN(C3=O)C(C)C)CC(=O)NC3=NC=C(C=C3)F)=C1